ClC1=C(C=C(C=C1)F)C1NC(C=2C=3NC(CN(C3C=C(C21)C2=C(C(=O)N)C=C(C=C2C(F)(F)F)F)CC(F)F)=O)=O [7-(2-chloro-5-fluorophenyl)-4-(2,2-difluoroethyl)-2,9-dioxo-2,3,4,7,8,9-hexahydro-1H-pyrrolo[3,4-f]quinoxalin-6-yl]-5-fluoro-3-(trifluoromethyl)benzamide